(5-(2-nitrophenyl)-2-(4-(trifluoromethyl)phenyl)Oxazol-4-yl)(piperidin-1-yl)methanone [N+](=O)([O-])C1=C(C=CC=C1)C1=C(N=C(O1)C1=CC=C(C=C1)C(F)(F)F)C(=O)N1CCCCC1